1-[5-(furan-2-yl)-2-methyl-[1,2,4]triazolo[1,5-c]pyrimidin-7-yl]-3-(2-morpholin-4-ylethyl)urea O1C(=CC=C1)C1=NC(=CC=2N1N=C(N2)C)NC(=O)NCCN2CCOCC2